C(C)(C)(C)OC(=O)N1CC2=CC=CC(=C2C1)C1=CC(=NC=C1)C(=O)OC 4-(2-(methoxycarbonyl)pyridin-4-yl)isoindoline-2-carboxylic acid tert-butyl ester